ClC1=NC=C(C(=C1)N1C[C@H](CCC1)O)C=1C=NC(=CC1)CN1CC(CC1)O (3S)-1-[2-chloro-5-[6-[(3-hydroxypyrrolidin-1-yl)methyl]-3-pyridyl]-4-pyridyl]piperidin-3-ol